2-(3-(3-((4-Methyl-4H-1,2,4-triazol-3-yl)methyl)oxetan-3-yl)phenyl)-7-(trifluoromethoxy)-1H-benzo[d]imidazole CN1C(=NN=C1)CC1(COC1)C=1C=C(C=CC1)C1=NC2=C(N1)C(=CC=C2)OC(F)(F)F